2,3,4,5-tetrahydro-1,1'-biphenyl C=1(CCCCC1)C1=CC=CC=C1